4'-(4-carboxyphenyl)-[2,2':6',2''-terpyridine]-5,5''-dicarboxylate C(=O)(O)C1=CC=C(C=C1)C1=CC(=NC(=C1)C1=NC=C(C=C1)C(=O)[O-])C1=NC=C(C=C1)C(=O)[O-]